6-[4-(Difluoromethyl)phenyl]-N-[(2S)-1-hydroxypropan-2-yl]-3-oxo-2-(pyridin-3-yl)-2,3-dihydropyridazine-4-carboxamide FC(C1=CC=C(C=C1)C=1C=C(C(N(N1)C=1C=NC=CC1)=O)C(=O)N[C@H](CO)C)F